ClC1=CC(=C(C=C1)NC1=CC=NC2=CC(=CC=C12)C(F)F)OC N-(4-chloro-2-methoxy-phenyl)-7-(difluoro-methyl)quinolin-4-amine